1-phenyl-1,4-diazapentane hydrochloride Cl.C1(=CC=CC=C1)NCCNC